(trifluorodimethylbutyl)(dimethylphenyl)quinoline FC(CCC(C)(C)C=1C(=NC2=CC=CC=C2C1)C1=C(C(=CC=C1)C)C)(F)F